1-(1-acetyl-2-methylpiperidin-4-yl)-4-chloro-N-(3-methyl-5-(phenylethynyl)pyridin-2-yl)-1H-pyrazole-5-carboxamide C(C)(=O)N1C(CC(CC1)N1N=CC(=C1C(=O)NC1=NC=C(C=C1C)C#CC1=CC=CC=C1)Cl)C